azulene-1,6(2H,7H)-dione C1(CC=C2C=CC(CC=C12)=O)=O